(7aS,10R)-4-chloro-8,10-dimethyl-7a,8,9,10-tetrahydro-7H-indolo[7,1-fg][1,7]naphthyridine ClC1=CN2C3=C(C4=C[C@H](CN([C@@H]4C2)C)C)C=CC=C13